C1(CC1)C=1C=C(OC2=C(C=3N(N=C2)C=CN3)C(=O)NC(CON3C(C2=CC=CC=C2C3=O)=O)CC3=C(C=C(C=C3)Cl)Cl)C=CC1 7-(3-cyclopropylphenoxy)-N-[1-[(2,4-dichlorophenyl)methyl]-2-(1,3-dioxoisoindolin-2-yl)oxy-ethyl]imidazo[1,2-b]pyridazine-8-carboxamide